phenylvinyl hydrogen phosphate P(=O)(OC=CC1=CC=CC=C1)(O)[O-]